C(C)(C)(C)C1=NC(=C(C=C1)F)CBr tert-butyl-(6-(bromomethyl)-5-fluoropyridine)